NC=1C=C(SC1C)S(=O)(=O)NC1=NC(=CC=C1)F 4-amino-N-(6-fluoropyridin-2-yl)-5-methylthiophene-2-sulfonamide